(S)-N-(5-(2-(2-aminopyridin-3-yl)-5-phenyl-3H-imidazo[4,5-b]pyridin-3-yl)-2,3-dihydro-1H-inden-1-yl)-6-formyl-5-hydroxypicolinamide NC1=NC=CC=C1C1=NC=2C(=NC(=CC2)C2=CC=CC=C2)N1C=1C=C2CC[C@@H](C2=CC1)NC(C1=NC(=C(C=C1)O)C=O)=O